Trimethoxysilylmethylcarbamat CO[Si](OC)(OC)CNC([O-])=O